C(CC1=CC=CC=C1)[Sb] phenethyl-antimony